CN(CCCNC(C=C)=O)C N-(3-(dimethylamino)propyl)acrylamide